sodium (S)-3-(3-(1-ethyl-5-methyl-4-oxido-2-oxo-1,2-dihydropyridin-3-yl)ureido)-3-(4'-methyl biphenyl-3-yl)propanoate C(C)N1C(C(=C(C(=C1)C)[O-])NC(N[C@@H](CC(=O)[O-])C=1C=C(C=CC1)C1=CC=C(C=C1)C)=O)=O.[Na+].[Na+]